O=C1NC(CCC1N1C(C2=CC=CC(=C2C1)OCCCN(C(=O)C=1C=CC(=C(C1)B(O)O)C)C)=O)=O (5-((3-((2-(2,6-dioxopiperidin-3-yl)-1-oxoisoindolin-4-yl)oxy)propyl)(methyl)carbamoyl)-2-methylphenyl)boronic acid